NC1CCN(CC1)C1=CC(=C(C(=N1)C1=CC(=C(C#N)C=C1)F)C1=CC(=C(C=C1)OC)C#N)O 4-(6-(4-aminopiperidin-1-yl)-3-(3-cyano-4-methoxy-phenyl)-4-hydroxy-pyridin-2-yl)-2-fluorobenzonitrile